methylenebis[cyclopentadienyl]titanium C=[Ti](C1C=CC=C1)C1C=CC=C1